NC=1C=NN(C1)C1=C2C=CC(=NC2=C(C=C1)C)C(=O)NS(=O)(=O)C1=C(C=CC=2CC(OC21)(C)C)OC 5-(4-amino-1H-pyrazol-1-yl)-N-((6-methoxy-2,2-dimethyl-2,3-dihydrobenzofuran-7-yl)sulfonyl)-8-methylquinoline-2-carboxamide